5-octylsulfonyloxyimino-5H-thiophene-2-ylidene-(2-methylphenyl)-acetonitrile C(CCCCCCC)S(=O)(=O)ON=C1C=CC(S1)=C(C#N)C1=C(C=CC=C1)C